C(#N)C1(CC1)NS(=O)(=O)C1=CC=C2C3=C(N(C2=C1)C=1SC(=NN1)C(F)F)N=CN=C3N3C[C@@H](N(C[C@H]3C)C(=O)N(C)C)C (2S,5R)-4-(7-(N-(1-Cyanocyclopropyl)sulfamoyl)-9-(5-(difluoromethyl)-1,3,4-thiadiazol-2-yl)-9H-pyrimido[4,5-b]indol-4-yl)-N,N,2,5-tetramethylpiperazine-1-carboxamide